C1=CC=C2C=CC=C3C4=CC=CC=C4C1=C23.[C] carbon fluoranthene